C(C=C)(=O)OCCCCCC[Si](OC)(OC)OC acryloyloxyhexyl-trimethoxysilane